O1C(CCCC1)OCC#CCOC1OCCCC1 2-(4-tetrahydropyran-2-yloxybut-2-ynoxy)tetrahydropyran